2-methyl-2-n-butyltellanyl-propionate CC(C(=O)[O-])(C)[Te]CCCC